3-methyl-5-phenyl-δ-valerolactam CC1CC(=O)NC(C1)C1=CC=CC=C1